N1S(N)NC(=O)C2=NC=CN=C12 thiapterin